C=C(C(=O)O)CC(OC1CC2(C1)CCC2)=O 2-methylene-4-oxo-4-(spiro[3.3]heptan-2-yloxy)butanoic acid